ethyl-N-[2-(1-methyl-1H-pyrazol-4-yl)-7-(trifluoromethyl)[1,2,4]triazolo[1,5-c]quinazolin-5-yl]-D-alanine C(C)N([C@H](C)C(=O)O)C1=NC=2C(=CC=CC2C=2N1N=C(N2)C=2C=NN(C2)C)C(F)(F)F